2-(((R)-2-(tert-Butoxycarbonyl(methyl)amino)propyl)((S)-1-(3-chloro-5-fluoro-2-((4-methoxyphenoxy)methyl)phenyl)ethyl)amino)acetic acid C(C)(C)(C)OC(=O)N([C@@H](CN(CC(=O)O)[C@@H](C)C1=C(C(=CC(=C1)F)Cl)COC1=CC=C(C=C1)OC)C)C